3,8-bis(benzyloxy)-2,9-dimethyl-spiro[benzo[c]chromen-6,1'-cyclopropane] C(C1=CC=CC=C1)OC1=C(C=C2C3=C(C=C(C(=C3)C)OCC3=CC=CC=C3)C3(CC3)OC2=C1)C